IC1=C(C=CC=C1)CC1C(OC(C1)=O)=O 3-1-(2-iodophenyl)methyltetrahydrofuran-2,5-dione